OC1=CC=C(C[C@@H]2NC([C@H]3N(C2=O)CCC3)=O)C=C1 (3S,8aS)-3-(4-hydroxybenzyl)hexahydropyrrolo[1,2-a]pyrazine-1,4-dione